6-(5-bromo-4-methoxy-2-pyrazol-1-yl-phenyl)-N-[(2,4-dimethoxyphenyl)methyl]isoquinolin-1-amine BrC=1C(=CC(=C(C1)C=1C=C2C=CN=C(C2=CC1)NCC1=C(C=C(C=C1)OC)OC)N1N=CC=C1)OC